S(=O)(=O)(O)OC(C[N+]1=CC2=CC=CC=C2CC1)CCCCCCCCCC N-[2-(sulphooxy)dodecyl]-3,4-dihydroisoquinolinium